N-(5-bromo-2-fluoropyridin-3-yl)benzenesulfonamide BrC=1C=C(C(=NC1)F)NS(=O)(=O)C1=CC=CC=C1